C(CCCC(C(=O)[O-])CN1C(N=C(C=C1)N)=O)C(C(=O)[O-])CN1C(N=C(C=C1)N)=O butane-1,4-diylbis(3-(4-amino-2-oxopyrimidin-1(2H)-yl) propionate)